Cl[C@H](C(=O)Cl)C (S)-2-chloropropanoyl chloride